ClC1=C(C=NC=2OCCNC21)N2CC=1C=C(N=CC1CC2)NC2=NN(C(=C2)C)CC(=O)N(C)C 2-{3-[(6-{8-chloro-1H,2H,3H-pyrido[2,3-b][1,4]oxazin-7-yl}-5,6,7,8-tetrahydro-2,6-naphthyridin-3-yl)amino]-5-methyl-1H-pyrazol-1-yl}-N,N-dimethylacetamide